N-[3-(difluoromethyl)-1-(3-formylcyclobutyl)pyrazol-4-yl]-5-[(1R,4R)-2-oxa-5-azabicyclo[2.2.1]heptan-5-yl]pyrazolo[1,5-a]pyrimidine-3-carboxamide FC(C1=NN(C=C1NC(=O)C=1C=NN2C1N=C(C=C2)N2[C@H]1CO[C@@H](C2)C1)C1CC(C1)C=O)F